(2-methoxyphenyl)hydrazine hydrogen chloride Cl.COC1=C(C=CC=C1)NN